C(CCC)C1(CC(C(CC1)C(C)=O)O)C 1-(4-butyl-2-hydroxy-4-methylcyclohexyl)ethane-1-one